thienyl-quinoxaline S1C(=CC=C1)C1=NC2=CC=CC=C2N=C1